ClC1=C(C=C2C=C(NC2=C1)C=1C=CC(=NC1)N1CC2(C1)CCOCC2)C=2C=NC=C(C2)OC 2-(5-(6-chloro-5-(5-methoxypyridin-3-yl)-1H-indol-2-yl)pyridin-2-yl)-7-oxa-2-azaspiro[3.5]nonane